[Cl-].[Cl-].[Ti+2].C(CCC)C1(C=CC=C1)C(C(C1=CC=CC=C1)=O)C(C1=CC=CC=C1)=O butylcyclopentadienyl-(dibenzoylmethane) titanium dichloride